O=C1N2C(N=NN1CCC)=C(N=C2)C(=O)N 4-oxo-3-propyl-3,4-dihydroimidazo[5,1-d][1,2,3,5]tetrazine-8-carboxamide